CC1=C(N=NN1C1CCNCC1)C1=CC=2N(C(=C1)OC(C)C1=CC(=CC=C1)S(=O)(=O)C)C(=CN2)C#N 7-[5-Methyl-1-(4-piperidyl)triazol-4-yl]-5-[1-(3-methylsulfonylphenyl)ethoxy]imidazo[1,2-a]pyridine-3-carbonitrile